(S)-1-((S)-2-(methoxycarbonyl)aziridine-1-carbonyl)pyrrolidine-3-carboxylic acid benzyl ester C(C1=CC=CC=C1)OC(=O)[C@@H]1CN(CC1)C(=O)[N@@]1C(C1)C(=O)OC